4-bromo-2-(trifluoro-methyl)benzonitrile BrC1=CC(=C(C#N)C=C1)C(F)(F)F